BrCC=1C=C(C2=C(C(N(CCO2)[C@H](C2=NC=CC(=C2)OC)C2CC2)=O)C1)C=1C(=NN(C1)CC)C(F)(F)F (S)-7-(bromomethyl)-4-(cyclopropyl(4-methoxypyridin-2-yl)methyl)-9-(1-ethyl-3-(trifluoromethyl)-1H-pyrazol-4-yl)-3,4-dihydrobenzo[f][1,4]oxazepin-5(2H)-one